N(=[N+]=[N-])CC[C@@H](C(=O)O)NC(CCCCCCCCCCCCCCC(=O)O)=O (S)-16-((3-azido-1-carboxypropyl)amino)-16-oxohexadecanoic acid